tert-butyl 3-(5-(2-bromoacetyl)thiophen-2-yl)-3-methoxyazetidine-1-carboxylate BrCC(=O)C1=CC=C(S1)C1(CN(C1)C(=O)OC(C)(C)C)OC